1-(4-chloro-2-hydroxy-3-methylphenyl)-N-(5-methyl-1-(1H-tetrazol-5-yl)azepan-3-yl)cyclopropane-1-carboxamide ClC1=C(C(=C(C=C1)C1(CC1)C(=O)NC1CN(CCC(C1)C)C1=NN=NN1)O)C